C#CC=CC 3-pentene-1-yne